tert-butyl (2-(1,4-dioxaspiro[4.5]dec-7-en-8-yl)thiazol-5-yl)carbamate O1CCOC12CC=C(CC2)C=2SC(=CN2)NC(OC(C)(C)C)=O